NC1=C2C(=C3C(=N1)C=C(N3)C(=O)N(C)[C@H](C)C3=NC=C(C=C3F)C3CC3)COC2 (R)-5-amino-N-(1-(5-cyclopropyl-3-fluoropyridin-2-yl)ethyl)-N-methyl-6,8-dihydro-1H-furo[3,4-d]pyrrolo[3,2-b]pyridine-2-carboxamide